CN(CCC1=NN(C(C(=C1C)C)=O)[C@H](C(=O)N)CC(C)C)C (S)-2-(3-(2-(Dimethylamino)ethyl)-4,5-Dimethyl-6-oxopyridazin-1(6H)-yl)-4-methylpentanamide